ClC=1C=C(C=CC1Cl)C(CN(C)C)N1C=NC(=C1)C1=CC=C(C=C1)OC(F)(F)F 2-(3,4-dichlorophenyl)-N,N-dimethyl-2-(4-(4-(trifluoromethoxy)phenyl)-1H-imidazol-1-yl)ethane-1-amine